N-[1-(2,3-dimethylphenyl)-4,5,6,7-tetrahydro-1H-indazol-4-yl]-4,5,6,7-tetrahydro-1,2-benzoxazole-3-carboxamide CC1=C(C=CC=C1C)N1N=CC=2C(CCCC12)NC(=O)C1=NOC2=C1CCCC2